ClC=1C=C(C=CC1)S(=O)(=O)C=1C(=NC(=NC1)SC)C(=O)O 5-[(3-Chlorophenyl)sulfonyl]-2-(methylsulfanyl)pyrimidine-4-carboxylic acid